N1(CCCCC1)C(=O)C=1C=NN2C1C=CC=C2C=2C=C(C=NC2)C2=NOC(N2)=O 3-(5-(3-(piperidine-1-carbonyl)pyrazolo[1,5-a]pyridin-7-yl)pyridin-3-yl)-1,2,4-oxadiazol-5(4H)-one